5-(para-tolyl)oxazole-2-carbaldehyde C1(=CC=C(C=C1)C1=CN=C(O1)C=O)C